7-carbonyl-5-azaspiro[2.5]octane-5-carboxylic acid tert-butyl ester C(C)(C)(C)OC(=O)N1CC2(CC2)CC(C1)=C=O